BrC1=CC=C(C=C1)[C@@H](C(F)(F)F)N(C(=O)C1CCC(CC1)N1C(C2=CC=CC=C2C1=O)=O)C N-[(1S)-1-(4-bromophenyl)-2,2,2-trifluoroethyl]-4-(1,3-dioxo-2,3-dihydro-1H-isoindol-2-yl)-N-methylcyclohexane-1-carboxamide